C(C)(C)(C)OC(=O)N1OCC[C@H]1C=1N=C(SC1)C(N)=O (3S)-3-(2-carbamoyl-thiazol-4-yl)isoxazolidine-2-carboxylic acid tert-butyl ester